C(C)(=O)OC/C=C(\C)/C=1C=C(C=CC1)CCC(=O)OC methyl (E)-3-(3-(4-acetoxybut-2-en-2-yl)phenyl)propanoate